bis[3,5-di-tert-butyl-4-hydroxyphenyl] sulfide C(C)(C)(C)C=1C=C(C=C(C1O)C(C)(C)C)SC1=CC(=C(C(=C1)C(C)(C)C)O)C(C)(C)C